C(C)(C)(C)OC(=O)N1CCN(CC1)C1=CC(=C(C=C1)[N+](=O)[O-])C(N)=O 4-(3-carbamoyl-4-nitro-phenyl)-piperazine-1-carboxylic acid tert-butyl ester